CC(C[C@@H](C(=O)OCC(CC)CC)NP(=O)(OC1=CC=CC=C1)OC1=CC=C(C=C1)[N+](=O)[O-])C (2S)-2-ethylbutyl 4-methyl-2-(((4-nitrophenoxy)(phenoxy)phosphoryl)amino)pentanoate